ditetradecyl-(butyldimethylphosphine) methylphosphonate iodide [I-].CP([O-])([O-])=O.C(CCCCCCCCCCCCC)C(P(C)CCCC)CCCCCCCCCCCCCC